6-(2-fluoro-4-(7-fluoro-2-(methyl-d3)-2H-indazol-4-yl)benzyl)-6,7-dihydro-5H-pyrrolo[3,4-b]pyridin-5-one-7,7-d2 FC1=C(CN2C(C3=NC=CC=C3C2=O)([2H])[2H])C=CC(=C1)C=1C2=CN(N=C2C(=CC1)F)C([2H])([2H])[2H]